ClC1=CC=C2C(=NC=3N(C2=C1)C=NN3)N(C)C3=C(C=CC(=C3)S(=O)(=O)NCCO)C3=CC=CC=C3 ((8-chloro-[1,2,4]triazolo[4,3-a]quinazolin-5-yl)(methyl)amino)-N-(2-hydroxyethyl)-[1,1'-biphenyl]-4-sulfonamide